C(C)OC(=O)C1CCN(CC1)C1=CC=C2C[C@H](COC2=C1)NC(=O)OCC1=CC=CC=C1 (R)-1-(3-(((benzyloxy)carbonyl)amino)chroman-7-yl)piperidine-4-carboxylic acid ethyl ester